COC1=CC=C(C=C1)CN1CC=2C=CC(=CC2C2C1C2)[N+](=O)[O-] 2-[(4-methoxyphenyl)methyl]-6-nitro-1a,7b-dihydro-1H-cyclopropa[c]isoquinolin